BrC1=C(C=C(C=C1)NC(C(=C)C)=O)C(F)F N-(4-bromo-3-(difluoromethyl)phenyl)methacrylamide